C(C1=CC=CC=C1)OC(=O)N(CC(=O)N1C(CCC1)C1CCN(CC1)C1CC2(C1)CN(CC2)C(=O)OCC)C Ethyl 2-(4-(1-(N-((benzyloxy)carbonyl)-N-methylglycyl)pyrrolidin-2-yl)piperidin-1-yl)-6-azaspiro[3.4]octane-6-carboxylate